5-chloro-N-(3-((R)-S-methylsulfonimidoyl)phenyl)-4-(trifluoromethyl)-2-((R)-2-(trifluoromethyl)morpholino)benzamide ClC=1C(=CC(=C(C(=O)NC2=CC(=CC=C2)[S@@](=O)(=N)C)C1)N1C[C@@H](OCC1)C(F)(F)F)C(F)(F)F